C1(CCC1)C=1C(=NN(C1NC(O[C@H](C)C1CCC1)=O)C)C1CCCC1 (R)-1-cyclobutylethyl (4-cyclobutyl-3-cyclopentyl-1-methyl-1H-pyrazol-5-yl)carbamate